OC1=C(CC2=C(C(=CC(=C2)C)CC2=C(C(=CC(=C2)C)C(C)(C)C)O)O)C=C(C=C1C(C)(C)C)C 2,6-bis(2'-hydroxy-3'-t-butyl-5'-methylbenzyl)-4-methylphenol